1-Methyl-4-[5-(pyrimidin-5-ylmethoxy)-1-benzofuran-2-yl]-1H-pyrazole-3-carbonitrile CN1N=C(C(=C1)C=1OC2=C(C1)C=C(C=C2)OCC=2C=NC=NC2)C#N